2-chloro-N-methyl-6-nitro-N-Phenylquinazolin-4-amine ClC1=NC2=CC=C(C=C2C(=N1)N(C1=CC=CC=C1)C)[N+](=O)[O-]